ClC1=CC=C(C=C1)C(C#N)=C1CCN(CC1)C(=O)N1CCC(CC1)CCO 2-(4-chlorophenyl)-2-(1-(4-(2-hydroxyethyl)piperidine-1-carbonyl)piperidin-4-ylidene)acetonitrile